S1C(=CC=C1C=O)C=1SC(=CC1)C=O 2,2'-bithiophenyl-5,5'-dicarbaldehyde